1,3,4-tris(isocyanatomethyl)cyclohexane N(=C=O)CC1CC(C(CC1)CN=C=O)CN=C=O